O1C(=CC=C1)C=1N=NC(=NN1)C=1OC=CC1 3,6-bis(2-furyl)-1,2,4,5-tetrazine